5-[2-(4-chloro-phenyl)-5-ethyl-thiazol-4-yl]-3H-[1,2,3]triazole-4-carbonitrile ClC1=CC=C(C=C1)C=1SC(=C(N1)C1=C(NN=N1)C#N)CC